ClC=1C=CC(=NC1)[C@@]1(OC2=C(O1)C=CC=C2C2CCN(CC2)CC2=NC1=C(N2C)C=C(C=C1OC(F)F)C(=O)O)C (S)-2-((4-(2-(5-Chloropyridin-2-yl)-2-methylbenzo[d][1,3]dioxol-4-yl)piperidin-1-yl)methyl)-4-(difluoromethoxy)-1-methyl-1H-benzo[d]imidazole-6-carboxylic acid